N-[(3R)-1-methylpiperidin-3-yl]imidazo[1,5-d][1,2,4]triazin-4-amine CN1C[C@@H](CCC1)NC1=NN=CC=2N1C=NC2